Cl.Cl.NC1=CC=C(C(=N1)C)CNC([C@H](C)NC(=O)C1NCC(C1)C1=CC(=CC=C1)CC)=O N-((S)-1-(((6-amino-2-methylpyridin-3-yl)methyl)amino)-1-oxopropan-2-yl)-4-(3-ethylphenyl)pyrrolidine-2-carboxamide dihydrochloride